tert-butyl (3S)-3-[2-(3-bromo-2-methyl-phenoxy)ethyl]pyrrolidine-1-carboxylate BrC=1C(=C(OCC[C@H]2CN(CC2)C(=O)OC(C)(C)C)C=CC1)C